12-dimyristoyl-rac-glycerol CCCCCCCCCCCCCC(=O)OCC(COCC(COC(=O)CCCCCCCCCCCCC)OC(=O)CCCCCCCCCCCCC)OC(=O)CCCCCCCCCCCCC